C[NH+](C)C.C(C)(=O)OC(C1=CC=CC=C1)=O benzoyl acetate trimethylammonium salt